NCCN1N=C(C=C1)C=1C(=C2C(=NC1)NC=C2)NC2CC(C2)NS(=O)(=O)C2=NC=CC(=C2)C#N N-((1s,3s)-3-((5-(1-(2-aminoethyl)-1H-pyrazol-3-yl)-1H-pyrrolo[2,3-b]pyridin-4-yl)amino)cyclobutyl)-4-cyanopyridine-2-sulfonamide